(4-chloro-2-fluorophenyl)-3-(2-(1-methyl-1H-pyrazol-4-yl)morpholino)-8,9-dihydropyrido[3,4-d]pyrrolo[1,2-a]pyrimidin-5(7H)-one ClC1=CC(=C(C=C1)C1=NC(=CC2=C1N=C1N(C2=O)CCC1)N1CC(OCC1)C=1C=NN(C1)C)F